C(C)(CC)OCC ethyl secbutyl ether